C[C@]12C[C@H](N([C@@H]2C1)C(=O)OC(C)(C)C)C(=O)OCC (1R,3S,5R)-2-tert-butyl 3-ethyl 5-methyl-2-azabicyclo[3.1.0]hexane-2,3-dicarboxylate